N(=NC(C#N)CCC(C)C)C(C#N)CCC(C)C Azobisisoheptannitril